ClC=1C=CC=C(C1)O 5-chloro-phenol